tert-butyl N-(3-bromo-2-fluoro-phenyl)-N-(2,2-difluoroethyl)carbamate BrC=1C(=C(C=CC1)N(C(OC(C)(C)C)=O)CC(F)F)F